FC=1C=C(C2=C(C=C(O2)CN2C(C3=CN=CC=C3CC2)=O)C1)C(=O)OCC(F)(F)F 2,2,2-Trifluoroethyl 5-fluoro-2-((1-oxo-3,4-dihydro-2,7-naphthyridin-2(1H)-yl)methyl)benzofuran-7-carboxylate